Tetraazacycloeicosenoic acid C1(=NNNNCCCCCCCCCCCCCCC1)C(=O)O